O=C1N(CC1)C=1C=C(C=NC1)[C@H]1N(OCC1)C(=O)OC(C)(C)C Tert-butyl (3S)-3-[5-(2-oxoazetidin-1-yl)-3-pyridyl]isoxazolidine-2-carboxylate